C(C)N(C(=O)C=1C=C(C=CC1)C)CC N,N-diethyl-3-toluamide